2-pyridylethylamine hydrochloride Cl.N1=C(C=CC=C1)CCN